[Na+].SCCCS(=O)(=O)[O-] 3-mercapto-propylsulfonate sodium salt